N-(5-chloro-2-methyl-4-(trifluoromethyl)phenyl)-2-(5-ethyl-6-(4-(3-hydroxypicolinoyl)piperazin-1-yl)-7-oxo-2-(pyrrolidin-1-yl)-[1,2,4]triazolo[1,5-a]pyrimidin-4(7H)-yl)acetamide ClC=1C(=CC(=C(C1)NC(CN1C=2N(C(C(=C1CC)N1CCN(CC1)C(C1=NC=CC=C1O)=O)=O)N=C(N2)N2CCCC2)=O)C)C(F)(F)F